4-Chloro-5-(4-chloro-phenyl)-5-hydroxy-1-phenethyl-1,5-dihydro-pyrrol-2-one ClC1=CC(N(C1(O)C1=CC=C(C=C1)Cl)CCC1=CC=CC=C1)=O